CS(=O)(=O)C1=CC=C(C=C1)N1C(C(=NC=C1)C=1C=NC=NC1)=O 1-[4-(methylsulfonyl)phenyl]-3-(pyrimidin-5-yl)pyrazin-2(1H)-one